4-fluoro-5-(4,4,5,5-tetramethyl-[1,3,2]dioxaborolan-2-yl)-benzooxazol-2-ylamine FC1=C(C=CC2=C1N=C(O2)N)B2OC(C(O2)(C)C)(C)C